methyl 3-[2-[1-[(2,4-dimethoxyphenyl)methylamino]isoquinolin-5-yl]ethyl]bicyclo[1.1.1]pentane-1-carboxylate COC1=C(C=CC(=C1)OC)CNC1=NC=CC2=C(C=CC=C12)CCC12CC(C1)(C2)C(=O)OC